C(C)(C)(C)C1=NCCC(=C1)C1=CC=C2C(=NN(C2=C1)C)N1C(NC(CC1)=O)=O tert-butyl-4-(3-(2,4-dioxotetrahydropyrimidin-1(2H)-yl)-1-methyl-1H-indazol-6-yl)-5,6-dihydropyridine